BrC=1C=NC(=NC1)C=1C=NNC1 5-bromo-2-(1H-pyrazol-4-yl)pyrimidine